6-Butoxy-N-(4-nitrophenyl)-N-phenylnaphthalen-2-amine C(CCC)OC=1C=C2C=CC(=CC2=CC1)N(C1=CC=CC=C1)C1=CC=C(C=C1)[N+](=O)[O-]